2-chloro-4-(spiro[2.5]octan-6-ylamino)pyrimidine-5-carboxylic acid ClC1=NC=C(C(=N1)NC1CCC2(CC2)CC1)C(=O)O